5-(phenylamino)-1H-pyrazole-3-carboxylic acid Ethyl ester C(C)OC(=O)C1=NNC(=C1)NC1=CC=CC=C1